1-((5-(2,6-dioxopiperidin-3-yl)-6-oxo-5,6-dihydro-4H-thieno[2,3-c]pyrrol-2-yl)methyl)-3-(6-morpholinopyridin-3-yl)urea O=C1NC(CCC1N1C(C2=C(C1)C=C(S2)CNC(=O)NC=2C=NC(=CC2)N2CCOCC2)=O)=O